phenyl[piperazin-1-yl]ethan C1(=CC=CC=C1)C(C)N1CCNCC1